3,4-Dichlorobenzonitrile ClC=1C=C(C#N)C=CC1Cl